C1(CCCCC1)N1C(N(C2=CC=CC=C2C1=O)CC1=CC=C(C(=O)NO)C=C1)=O 4-((3-cyclohexyl-2,4-dioxo-3,4-dihydroquinazolin-1(2H)-yl)methyl)-N-hydroxybenzamide